[4-(4-Chloro-benzylamino)-2-methylphenyl]-carbamic acid ethyl ester C(C)OC(NC1=C(C=C(C=C1)NCC1=CC=C(C=C1)Cl)C)=O